2-((3-fluoro-3-(hydroxymethyl)azetidin-1-yl)methyl)acrylic acid FC1(CN(C1)CC(C(=O)O)=C)CO